C(C)[C@H]1[C@H]2C[C@H]([C@@H](C1)O2)N (1R,2R,4R,5R)-5-ethyl-7-oxabicyclo[2.2.1]heptan-2-amine